((4-((E)-3-(((3S,6S,9S)-3-([1,1'-biphenyl]-4-ylcarbamoyl)-5-oxooctahydro-1H-pyrrolo[1,2-a]azepin-6-yl)amino)-3-oxoprop-1-en-1-yl)phenyl)difluoromethyl)phosphonic acid C1(=CC=C(C=C1)NC(=O)[C@@H]1CCC2N1C([C@H](CCC2)NC(/C=C/C2=CC=C(C=C2)C(F)(F)P(O)(O)=O)=O)=O)C2=CC=CC=C2